N[C@@H]1C2=CC(=CC=C2CC12CCN(CC2)C2=NC(=C(N=C2CO)C2=C(C(=CC=C2)Cl)Cl)C)C#N (S)-1-amino-1'-(5-(2,3-dichlorophenyl)-3-(hydroxymethyl)-6-methylpyrazin-2-yl)-1,3-dihydrospiro[indene-2,4'-piperidine]-6-carbonitrile